FC(C1=NN(C=C1C(=O)NNC1=CC=C(C=C1)OC1=C(C(=CC(=C1)C)C)C)C)F 3-(difluoromethyl)-1-methyl-N'-(4-(2,3,5-trimethylphenoxy)phenyl)-1H-pyrazole-4-carbohydrazide